(R)-1-(4-((6-(2-methylthiazol-4-yl)pyrazolo[1,5-a]pyrazin-4-yl)oxy)azepan-1-yl)prop-2-en-1-one CC=1SC=C(N1)C=1N=C(C=2N(C1)N=CC2)O[C@H]2CCN(CCC2)C(C=C)=O